1,3,4,6-tetra-O-acetyl-azidoacetylglucosamine C(C)(=O)OC1([C@H](N)[C@@H](OC(C)=O)[C@H](OC(C)=O)[C@H](O1)COC(C)=O)C(CN=[N+]=[N-])=O